tert-butyl (2-((7-bromo-6-chloro-8-fluoroquinazolin-4-yl)amino)ethyl)carbamate BrC1=C(C=C2C(=NC=NC2=C1F)NCCNC(OC(C)(C)C)=O)Cl